2,2-dimethylol-1,3-propanediol C(O)C(CO)(CO)CO